ethyl Nα-(L-isoleucyl)-1-methyl-D-tryptophanate hydrochloride Cl.N[C@@H]([C@@H](C)CC)C(=O)N[C@H](CC1=CN(C2=CC=CC=C12)C)C(=O)OCC